FC1=C(C=NC=C1)O (3S,4S)-4-fluoropyridine-3-ol